3-(2-(((4,5-dichloro-1H-imidazol-2-yl)methyl)amino)phenyl)-N-hydroxyacrylamide ClC=1N=C(NC1Cl)CNC1=C(C=CC=C1)C=CC(=O)NO